Cl.FC(C=1C=C(OC2CC(C2)NCC2=C3C=CN=CC3=CC=C2F)C=CC1F)F (1r,3r)-3-(3-(difluoromethyl)-4-fluorophenoxy)-N-((6-fluoroisoquinolin-5-yl)methyl)cyclobutane-1-amine hydrochloride